N-{(S)-1-[4-cyano-3-(trifluoromethyl)phenyl]ethyl}-4-[(S)-5-methyl-1,4-diazepan-1-yl]-8-cyclopropyl-1-methyl-6-methyl-2-oxo-1,2-dihydro-1,7-diaza-3-naphthamide C(#N)C1=C(C=C(C=C1)[C@H](C)NC(=O)C=1C(N(C2=C(N=C(C=C2C1N1CCN[C@H](CC1)C)C)C1CC1)C)=O)C(F)(F)F